(R)-N-(7-fluoro-2-methylimidazo[1,2-a]pyridin-6-yl)-4-(3-(2-hydroxypropan-2-yl)piperazin-1-yl)-2,3-dihydro-1H-pyrrolo[2,3-b]pyridine-1-carboxamide hydrochloride Cl.FC1=CC=2N(C=C1NC(=O)N1CCC=3C1=NC=CC3N3C[C@@H](NCC3)C(C)(C)O)C=C(N2)C